NC[C@@H]1NC([C@@H](NC([C@@H](N(C(C(N2CC[C@H](NC([C@@H](NC1=O)[C@H](C)O)=O)C2)CCCCCC)=O)C)CC(C)C)=O)C2CCCCC2)=O (5S,8S,11S,14S,17S)-11-(aminomethyl)-8-cyclohexyl-2-hexyl-14-((S)-1-hydroxyethyl)-5-isobutyl-4-methyl-1,4,7,10,13,16-hexaazabicyclo[15.2.1]icosane-3,6,9,12,15-pentaone